6-(4-bromophenyl)spiro[2.5]octane BrC1=CC=C(C=C1)C1CCC2(CC2)CC1